NC1=CC=CC(=N1)S(=O)(=O)NC(=O)C=1C(=NC(=CC1)C1=CCCN(C1)C(CC(C)(C)C)=O)N1C(C[C@@H](C1)C)(C)C N-[(6-Amino-2-pyridyl)sulfonyl]-6-[1-(3,3-dimethylbutanoyl)-3,6-dihydro-2H-pyridin-5-yl]-2-[(4S)-2,2,4-trimethylpyrrolidin-1-yl]pyridin-3-carboxamid